ClC1=CC(=NC(=C1)C)C 4-chloro-2,6-dimethylpyridine